S1C2=C(C=C1)C(=CC=C2)N2CCNCC2 1-(benzo[b]thiophene-4-yl)piperazine